C(CC)C=CC1=CC=CC=C1 propylstyrene